4-(1H-imidazol-1-yl)-N-(1-isopropylpiperidin-4-yl)picolinamide N1(C=NC=C1)C1=CC(=NC=C1)C(=O)NC1CCN(CC1)C(C)C